2-chloro-5-phenyl-1,10-phenanthroline ClC1=NC2=C3N=CC=CC3=CC(=C2C=C1)C1=CC=CC=C1